tert-butyl (tert-butoxycarbonyl)(9-((2-(3,4-difluorophenyl)-5-(3-((methoxycarbonyl)amino)-3-(2-methoxypyridin-3-yl)piperidin-1-yl)pyridin-4-yl)methyl)-9H-purin-6-yl)carbamate C(C)(C)(C)OC(=O)N(C(OC(C)(C)C)=O)C1=C2N=CN(C2=NC=N1)CC1=CC(=NC=C1N1CC(CCC1)(C=1C(=NC=CC1)OC)NC(=O)OC)C1=CC(=C(C=C1)F)F